tert-butyl (R)-2-(3-(2,5-dichloropyrimidin-4-yl)-5-oxo-5,7-dihydro-6H-pyrrolo[3,4-b]pyridin-6-yl)propanoate ClC1=NC=C(C(=N1)C=1C=C2C(=NC1)CN(C2=O)[C@@H](C(=O)OC(C)(C)C)C)Cl